FC(C1=NC(=NO1)C=1C=NC(=NC1)C(=O)N)(F)F 5-(5-(trifluoromethyl)-1,2,4-oxadiazol-3-yl)pyrimidine-2-amide